4-bromo-8-chloro-1h,2h-imidazo[1,2-a]1,6-naphthyridine BrC=1C=2N(C3=CC(=NC=C3C1)Cl)CCN2